FC=1C=C2C(C(=CN(C2=CC1)C1OCCC1)C(=O)[O-])=O 6-fluoro-4-oxo-1-(tetrahydrofuran-2-yl)-1,4-dihydroquinoline-3-carboxylat